FC1=C(OC=2C=CC3=C(N(C=4C(N(N=CC43)CC4=NC(=CC=C4)C)=O)C)N2)C=CC=C1 2-(2-fluorophenoxy)-9-methyl-7-((6-methylpyridin-2-yl)methyl)-7,9-dihydro-8H-pyrido[3',2':4,5]pyrrolo[2,3-d]pyridazin-8-one